C1(C(CCC2=CC=CC=C12)CO)CO tetrahydronaphthalenedimethanol